C(C)C1=NN=C2N1C1=CC=C(C=C1C(=N2)NC2=CC(=CC=C2)C#CC2(CC2)C)F Ethyl-7-fluoro-N-(3-((1-methylcyclopropyl)ethynyl)phenyl)-[1,2,4]triazolo[4,3-a]quinazolin-5-amine